C(C)(C)(C)C1=CC=C(C=C1)[I+]C1=CC=C(C=C1)C(C)(C)C.FC(C(C(C(F)(F)F)(F)F)(F)F)(S(=O)(=O)[O-])F perfluorobutylsulfonic acid-bis(p-tert-butylphenyl)iodonium salt